NCCC(=O)N1CC2(CCN(CC2)C2=C(C#N)C(=CC=C2)OC)C=2C=CC(=NC2C1)C=1C(=NC=CC1)OCC 2-[7-(3-aminopropanoyl)-2-(2-ethoxypyridin-3-yl)spiro[6,8-dihydro-1,7-naphthyridine-5,4'-piperidine]-1'-yl]-6-methoxybenzonitrile